C(C)(C)(C)C=1C(=C(C(=CC1)CCl)O)C(C)(C)C di-tert-butyl-6-chloromethylphenol